4-bromo-N-[3-({1-[(1S)-1-phenylethyl]-1H-1,2,3,4-tetrazol-5-yl}[4-(pyridin-2-yl)piperazin-1-yl]methyl)phenyl]benzamide BrC1=CC=C(C(=O)NC2=CC(=CC=C2)C(N2CCN(CC2)C2=NC=CC=C2)C2=NN=NN2[C@@H](C)C2=CC=CC=C2)C=C1